2-[3-(2,9-diazaspiro[5.5]undec-9-yl)-1,2,4-triazin-6-yl]-5-(1H-pyrazol-4-yl)phenol C1NCCCC12CCN(CC2)C=2N=NC(=CN2)C2=C(C=C(C=C2)C=2C=NNC2)O